2-fluoro-1-(4-((4-((5-(furan-2-yl)-2-methoxyphenyl)amino)-7-methoxy-quinazolin-6-yl)oxy)piperidin-1-yl)prop-2-en-1-one FC(C(=O)N1CCC(CC1)OC=1C=C2C(=NC=NC2=CC1OC)NC1=C(C=CC(=C1)C=1OC=CC1)OC)=C